trimethylsilylpropyl acetate C(C)(=O)OCCC[Si](C)(C)C